NC1=NC(=C(C(=N1)CCC(=O)O)CC1=C(C=CC=C1)OC)NCCCC 3-(2-amino-6-(butylamino)-5-(2-methoxybenzyl)pyrimidin-4-yl)propionic acid